thiol-sulfonic acid cyanide S1C(=CC=C1)S(=O)(=O)C#N